C1(NCCC12CNC(C2)=O)=O 2,7-diazaspiro[4.4]nonane-1,8-dione